C(O)([O-])=O.[Na+].BrC1=NOC(C1)(C)C=1N(C=C(N1)C)C1=C(C=CC=C1F)F 3-Bromo-5-[1-(2,6-difluorophenyl)-4-methyl-1H-imidazol-2-yl]-5-methyl-4,5-dihydro-1,2-oxazole Sodium hydrogen carbonate